Cl.FC1=CC=C(C=C1)CCN1CCC(CC1)CN (1-(4-fluorophenylethyl)piperidin-4-yl)methylamine hydrochloride